4,4-bis-(3-amino-4-hydroxyphenyl)-valeric acid NC=1C=C(C=CC1O)C(CCC(=O)O)(C)C1=CC(=C(C=C1)O)N